3-tetradecyl hexanoate C(CCCCC)(=O)OC(CC)CCCCCCCCCCC